C(C)(C)(C)OC(=O)NC(C(=O)OCN1C(N(SC1NC(C1=CC=C(C=C1)Cl)=O)CC1=CC=C(C=C1)Cl)=O)CCCCNC(=O)OC(C)(C)C [5-(4-chlorobenzamido)-2-[(4-chlorophenyl)methyl]-3-oxo-1,2,4-thiadiazolidin-4-yl]methyl 2,6-bis({[(tert-butoxy)carbonyl]amino})hexanoate